C(C)NCC.OC1=CC=C(C=C1)S(=O)(=O)O p-hydroxy-benzenesulfonic acid diethylamine salt